N-(4-(4-methylpiperazin-1-yl)benzyl)oxazol-2-amine CN1CCN(CC1)C1=CC=C(CNC=2OC=CN2)C=C1